N=1C=NN2C=NC=C(C21)C(=O)N [1,2,4]triazolo[1,5-c]pyrimidine-8-carboxamide